C1(CC=CCC1)C(=O)N=[N+]=[N-] cyclohex-3-ene-1-carbonyl azide